COC(C[C@]1(C(C2=CC=CC=C2CC1)=O)CCC(=O)OC)=O Methyl (R)-3-(2-(2-methoxy-2-oxoethyl)-1-oxo-1,2,3,4-tetrahydronaphthalen-2-yl)propanoate